CC1=CC=CC(=N1)C1=NC=CC(=N1)NC1=NC(=NC=C1)NC=1N=C(SC1)C(=O)O 4-[[4-[[2-(6-methyl-2-pyridyl)pyrimidin-4-yl]amino]pyrimidin-2-yl]amino]thiazole-2-carboxylic acid